C(C)(C)(C)C=1C(=C(C(=O)[O-])C=C(C1)C(C)(C)C)O.[Zn+2].C(C)(C)(C)C=1C(=C(C(=O)[O-])C=C(C1)C(C)(C)C)O zinc 3,5-di-tert-butylhydroxybenzoate